C(C)SC1=NN=C(S1)NC(C(C)SC=1NC(C2=C(N1)N(N=C2)C2=CC=CC=C2)=O)=O N-(5-(Ethylthio)-1,3,4-thiadiazol-2-yl)-2-((4-oxo-1-phenyl-4,5-dihydro-1H-pyrazolo[3,4-d]pyrimidin-6-yl)thio)propanamid